COC=1C=C2CCN(CC2=CC1OC)C(=O)C12CC3(CC(CC(C1)C3)C2)C2=CC=C(OCC(=O)N3CCN(CC3)CC3=CC=C(C=C3)C(F)(F)F)C=C2 2-(4-(3-(6,7-Dimethoxy-1,2,3,4-tetrahydroisoquinoline-2-carbonyl)adamantan-1-yl)phenoxy)-1-(4-(4-(trifluoromethyl)benzyl)piperazin-1-yl)ethanone